[Si](C)(C)(C(C)(C)C)OCCN1C(N(CC1=O)C)=O 3-(2-((tert-butyldimethylsilyl)oxy)ethyl)-1-methylimidazoline-2,4-dione